1-(2-fluoro-4-(4-(hydroxymethyl)piperidin-1-yl)phenyl)dihydropyrimidine-2,4(1H,3H)-dione FC1=C(C=CC(=C1)N1CCC(CC1)CO)N1C(NC(CC1)=O)=O